COC1=CC=C(C=C1)CCNC(=O)C1=C(OC=2N=CN=C(C21)NC2(CC2)C)C N-[2-(4-methoxyphenyl)ethyl]-6-methyl-4-[(1-methylcyclopropyl)amino]furo[2,3-d]pyrimidine-5-carboxamide